(E)-2,6-diamino-5-(phenyldiazenyl)pyridin-3-ol NC1=NC(=C(C=C1O)\N=N\C1=CC=CC=C1)N